C1(CC1)C1=CC=C(C=C1)[C@H](C)NC(=O)C1=CC=C2C(=C(N(C2=C1)C)C)CC=1C=C(OC(C(=O)O)(C)C)C=CC1 (S)-2-(3-((6-((1-(4-cyclopropylphenyl)ethyl)carbamoyl)-1,2-dimethyl-1H-indol-3-yl)methyl)phenoxy)-2-methyl-propanoic acid